C(C)(=O)N[C@@H]1[C@H]([C@H]([C@H](N(C1)C(CCCC(=O)O)=O)COC(C1=CC=CC=C1)=O)OC(C1=CC=CC=C1)=O)OC(C1=CC=CC=C1)=O 5-((2R,3S,4R,5S)-5-acetamido-3,4-bis(benzoyloxy)-2-((benzoyloxy)methyl)piperidin-1-yl)-5-oxopentanoic acid